FC1=C(C#N)C=CC(=C1)C=1C2=C(C=NC1C=1C=C3C=CN(C3=CC1)C)N(C=N2)CC2CCN(CC2)C 2-fluoro-4-(6-(1-methyl-1H-indol-5-yl)-3-((1-methylpiperidin-4-yl)methyl)-3H-imidazo[4,5-c]pyridin-7-yl)benzonitrile